C1(CC1)C1=NC=NC(=C1C1=NC=2NC(C=NC2C=N1)=O)OC 2-(4-Cyclopropyl-6-methoxypyrimidin-5-yl)pteridin-7(8H)-one